[C@@H]1([C@H](O)[C@@H](O)[C@H](O)[C@H](O1)CO)N(C1=NC(NC=C1O)=O)C β-glucosyl-5-hydroxy-methylcytosine